3-[4-[3-Oxo-3-(4-piperazin-1-ylphenyl)prop-1-enyl]phenyl]prop-2-enoic acid O=C(C=CC1=CC=C(C=C1)C=CC(=O)O)C1=CC=C(C=C1)N1CCNCC1